CN1CCN(CC1)CC(=O)NCC=1C=CC=2NC3=CC=C(C=C3OC2C1)C(F)(F)F 2-(4-Methylpiperazin-1-yl)-N-((7-(trifluoromethyl)-10H-phenoxazin-3-yl)methyl)acetamide